C(#N)C=1C=NN2C1C(=CC(=C2)C=2C=NN(C2C)[C@H]2CN(CC2)C#N)OC (3R)-3-(4-[3-Cyano-4-methoxypyrazolo[1,5-a]pyridin-6-yl]-5-methylpyrazol-1-yl)pyrrolidine-1-carbonitrile